N-(4-formyl-1,3-benzodioxol-5-yl)-benzamide C(=O)C1=C(C=CC=2OCOC21)NC(C2=CC=CC=C2)=O